NC1=CC(=CC=2CCOC21)S(=O)(=O)N(C)C 7-amino-N,N-dimethyl-2,3-dihydrobenzofuran-5-sulfonamide